C1(CC1)CO[C@H]1C[C@@H](N(CC1)C1CCOC2=C1C=1C=CNC1C(=C2)C)C2=CC=C(C(=O)O)C=C2 4-((2R,4R)-4-(cyclopropylmethoxy)-1-(4-methyl-3,7,8,9-tetrahydropyrano[3,2-e]indol-9-yl)piperidin-2-yl)benzoic acid